C(C)OC1=C2CN(C(C2=CC=C1)(C(=O)OC(C)(C)C)C)C(=O)OCC1=CC=CC=C1 O2-benzyl O1-tert-butyl 4-ethoxy-1-methyl-isoindoline-1,2-dicarboxylate